5-methylfuran-2(5H)-one CC1C=CC(O1)=O